ClC1=CC(=C(C=C1)C1(OC2=C(O1)C=CC=C2C2=CC(=C(C=C2)CC(=O)O)F)C)F 2-[4-[2-(4-Chloro-2-fluoro-phenyl)-2-methyl-1,3-benzodioxol-4-yl]-2-fluorophenyl]acetic acid